(S)-N-((S)-1-(dibenzo[b,d]furan-2-yl)ethyl)-2-methylpropane-2-sulfinamide C1=C(C=CC=2OC3=C(C21)C=CC=C3)[C@H](C)N[S@@](=O)C(C)(C)C